CC1=NC2=C(N1CC1=CC(=C(C=C1)C(F)(F)F)F)C=C(C=C2CCS(=O)(=O)N)C=2C1=C(C(N(C2)C)=O)NC=C1 (2-methyl-6-(6-methyl-7-oxo-6,7-dihydro-1H-pyrrolo[2,3-c]pyridin-4-yl)-1-(3-fluoro-4-(trifluoromethyl)benzyl)-1H-benzo[d]imidazol-4-yl)ethylsulfonamide